(E)-4-(methylamino)piperidin-2-one CNC1CC(NCC1)=O